N1C=NC2=C1C=CC(=C2)N2C(OCC2C2=CC=C(C=C2)C2CCN(CC2)C)=O 3-(1H-benzo[d]imidazol-5-yl)-4-(4-(1-methylpiperidin-4-yl)phenyl)oxazolidin-2-one